C(C)(=O)N(C1=CC=C(C=C1)C1=CC=C(C=N1)C(=O)NCC=1C=NC=CC1)CC1CC1 6-[4-[acetyl(cyclopropylmethyl)amino]phenyl]-N-(3-pyridylmethyl)pyridine-3-carboxamide